C(CCCCC(C)O)O 1,6-Heptandiol